N-((1S,4r)-4-(((2S,5R)-5-((R)-(3-Fluorophenyl)(hydroxy)methyl)pyrrolidin-2-yl)methyl)cyclohexyl)methanesulfonamide hydrochloride Cl.FC=1C=C(C=CC1)[C@@H]([C@H]1CC[C@H](N1)CC1CCC(CC1)NS(=O)(=O)C)O